ClC1=CC(=C(C(=C1)F)NC=1N(C2=NC(=NC=C2N1)N[C@@H]1[C@H](CCC1)O)C1CCC(CC1)C(=O)N)F (1R,4s)-4-(8-(4-chloro-2,6-difluorophenylamino)-2-((1S,2S)-2-hydroxycyclopentylamino)-9H-purin-9-yl)cyclohexanecarboxamide